(dimethylsilanediyl)bis(N,N-dimethylaniline) C[Si](C1=C(N(C)C)C=CC=C1)(C1=C(N(C)C)C=CC=C1)C